N1C(=NC=C1)C1=CC=C(C(=N1)C)C1CCN(CC1)CC1=CC(=NC=N1)NC(=O)NCC 1-(6-((4-(6-(1H-imidazol-2-yl)-2-methylpyridin-3-yl)piperidin-1-yl)methyl)pyrimidin-4-yl)-3-ethylurea